N-cyclohexyl-3-((4-((6,7-dimethoxyquinolin-4-yl)oxy)-3-fluorophenyl)amino)-N,1-dimethyl-1H-pyrazole-4-carboxamide C1(CCCCC1)N(C(=O)C=1C(=NN(C1)C)NC1=CC(=C(C=C1)OC1=CC=NC2=CC(=C(C=C12)OC)OC)F)C